9Z-octadecenoic acid, (2S)-3-[(hydroxymercaptophosphinyl)oxy]-2-methoxypropyl ester, triethyl-ammonium salt C(C)[NH+](CC)CC.C(C=CCCCCCCCCCCCCCCC)(=O)OC[C@@H](COP(=O)SO)OC